2-azabicyclo[2.2.1]heptan-5-one C12NCC(C(C1)=O)C2